N-(3-(7,7-difluoro-2-(methylsulfonyl)-6,7-dihydro-5H-cyclopenta[d]pyrimidin-4-yl)benzyl)-N-methylmethanesulfonamide FC1(CCC2=C1N=C(N=C2C=2C=C(CN(S(=O)(=O)C)C)C=CC2)S(=O)(=O)C)F